COC12CCC(CC1)(CC2)C 1-Methoxy-4-methylbicyclo[2.2.2]octane